(S)-2-amino-3-(2-fluoro-4-(3-(methyl-d3)-2-oxo-2,3-dihydrobenzo[d]oxazol-5-yl)phenyl)propanenitrile N[C@H](C#N)CC1=C(C=C(C=C1)C=1C=CC2=C(N(C(O2)=O)C([2H])([2H])[2H])C1)F